(S)-1-cyano-N-(4-(6-cyano-5-ethoxypyridin-2-yl)thiazol-2-yl)-N-methylpyrrolidine-2-carboxamide C(#N)N1[C@@H](CCC1)C(=O)N(C)C=1SC=C(N1)C1=NC(=C(C=C1)OCC)C#N